5,5-dimethyl-6H-benzo[H]quinazoline-4,7-diamine CC1(C=2C(=NC=NC2C=2C(C1)=C(C=CC2)N)N)C